2-chloro-4-((4-oxocyclohexyl)amino)pyrimidine-5-carboxylic acid ClC1=NC=C(C(=N1)NC1CCC(CC1)=O)C(=O)O